FC1=C(C(=C(C(=C1C1=CC=CC=C1)F)F)C#N)F tetrafluoro-[1,1'-biphenyl]-4-carbonitrile